3-(4-amino-2,5-difluorophenyl)-1-isopropyl-1H-pyrazolo[4,3-c]pyridin-4-amine NC1=CC(=C(C=C1F)C1=NN(C2=C1C(=NC=C2)N)C(C)C)F